2-(3-bromo-4-methylphenyl)-3,3,3-trifluoro-2-hydroxy-N-(methyl-d3)propanamide BrC=1C=C(C=CC1C)C(C(=O)NC([2H])([2H])[2H])(C(F)(F)F)O